C(#N)C1=C(C=CC=C1C)SC=1C=2N(C=C(C1)C=1C=NN(C1C)C1CCNCC1)N=CC2C#N 4-(2-cyano-3-methyl-phenyl)sulfanyl-6-[5-methyl-1-(4-piperidyl)pyrazol-4-yl]pyrazolo[1,5-a]pyridine-3-carbonitrile